(3R,4R)-3-methyl-4-((8-(4-(trifluoromethyl)phenyl)pyrido[3,4-b]pyrazin-5-yl)amino)piperidin-2-one C[C@H]1C(NCC[C@H]1NC1=NC=C(C=2C1=NC=CN2)C2=CC=C(C=C2)C(F)(F)F)=O